ClC=1C(=NC=CC1C=1C=CC=2C(=NC=C(N2)N2CCC3([C@@H]([C@@H](OC3)C)N)CC2)N1)OC (3s,4s)-8-(6-(3-chloro-2-methoxypyridin-4-yl)pyrido[2,3-b]pyrazin-2-yl)-3-methyl-2-oxa-8-azaspiro[4.5]decan-4-amine